3-aminopropyl(ditetradecanoxymethyl-silane) NCCC[SiH2]C(OCCCCCCCCCCCCCC)OCCCCCCCCCCCCCC